C(C)O[C@@H]1C[C@H](N(CC1)CC1=C2C=CNC2=C(C=C1OC)C)C1=CC=C(C(=O)N[C@@H](CC2=CC=CC=C2)C(=O)O)C=C1 (4-((2S,4S)-4-ethoxy-1-((5-methoxy-7-methyl-1H-indol-4-yl)methyl)piperidin-2-yl)benzoyl)phenylalanine